BrC1=CC(=C(C=C1)NC(OC(C)(C)C)=O)C1=CCC(CC1)(C)C tert-butyl N-[4-bromo-2-(4,4-dimethylcyclohexen-1-yl)phenyl]carbamate